FC(C1=NC=CC(=C1)CN1N=CC(=C1)C(=O)OC(C)(C)C)(F)F tert-butyl 1-((2-(trifluoromethyl)pyridin-4-yl)methyl)-1H-pyrazole-4-carboxylate